C(C)(C)(C)OC(=O)N[C@@H](CSSC[C@@H](C(=O)O)NC(=O)OC(C)(C)C)C(=O)O N,N'-bis(t-Butoxycarbonyl)-L-cystine